3-hexyloxy-1,2-propanediol C(CCCCC)OCC(CO)O